CC([C@@H](C(=O)N[C@H](C(=O)N[C@H](C#C)CCSC)CC(C)C)NC(OCC1=CC=CC=C1)=O)C benzyl ((S)-3-methyl-1-(((S)-4-methyl-1-(((S)-5-(methylthio)pent-1-yn-3-yl)amino)-1-oxopentan-2-yl)amino)-1-oxobutan-2-yl)carbamate